2-chloro-N-(2-fluoroethyl)pyrimidin-4-amine ClC1=NC=CC(=N1)NCCF